O=C1NC(CCC1N1C(C2=CC=CC(=C2C1=O)NCCOCCOCCOCCOCC(=O)N)=O)=O 14-((2-(2,6-dioxopiperidin-3-yl)-1,3-dioxoisoindolin-4-yl)amino)-3,6,9,12-tetraoxatetradecanamide